Bis(lauroyloxy)dioctyltin C(CCCCCCCCCCC)(=O)O[Sn](CCCCCCCC)(CCCCCCCC)OC(CCCCCCCCCCC)=O